OCCOCCNC(C)=O N-(2-(2-hydroxyethoxy)ethyl)-acetamide